benzyl-diethyl-cetyl-ammonium chloride [Cl-].C(C1=CC=CC=C1)[N+](CCCCCCCCCCCCCCCC)(CC)CC